tert-butyl 4-(5-(5-chloro-2-(((3R,4R)-3-hydroxy-1-(methylsulfonyl)piperidin-4-yl)amino)pyridin-4-yl)oxazol-2-yl)piperidine-1-carboxylate ClC=1C(=CC(=NC1)N[C@H]1[C@@H](CN(CC1)S(=O)(=O)C)O)C1=CN=C(O1)C1CCN(CC1)C(=O)OC(C)(C)C